C(C1=CC=CC=C1)N1C[C@@H]2C=3C=CC(=NC3CN2[C@@H](C1)C)C=1CCN(CC1)C(=O)OC(C)(C)C tert-butyl 4-[(2S,6R)-4-benzyl-6-methyl-4,7,10-triazatricyclo[7.4.0.02,7]trideca-1(9),10,12-trien-11-yl]-3,6-dihydro-2H-pyridine-1-carboxylate